N1N=CN=C1C(=O)N 1,2,4-triazole-5-carboxamide